(4-hydroxybenzyl)diethylanilinium OC1=CC=C(C[N+](C2=CC=CC=C2)(CC)CC)C=C1